methyl (S)-3-(4-bromophenyl)-2-((methoxycarbonyl)amino)propanoate BrC1=CC=C(C=C1)C[C@@H](C(=O)OC)NC(=O)OC